docosenamide CCCCCCCC/C=C\CCCCCCCCCCCC(=O)N